6-bromo-7-methoxy-2-methyl-N-(1-(3-nitro-5-(trifluoromethyl)phenyl)ethyl)quinazolin-4-amine BrC=1C=C2C(=NC(=NC2=CC1OC)C)NC(C)C1=CC(=CC(=C1)C(F)(F)F)[N+](=O)[O-]